(2E)-3-(4-propylphenyl)prop-2-enoic acid C(CC)C1=CC=C(C=C1)/C=C/C(=O)O